C(CCCCCCCC)(=O)O.C(C1=CC(OC)=C(O)C=C1)NC(C=1C(O)=CC=CC1)=O salicylic acid, vanillylamide nonanoate